2-(4-methoxypiperidin-1-yl)-1,3-thiazole-5-carboxylic acid COC1CCN(CC1)C=1SC(=CN1)C(=O)O